1-(3-((4-bromo-6-fluoro-1-tosyl-1H-indol-5-yl)thio)phenyl)ethan-1-one BrC1=C2C=CN(C2=CC(=C1SC=1C=C(C=CC1)C(C)=O)F)S(=O)(=O)C1=CC=C(C)C=C1